1-(4-cyanophenyl)-1H-pyrrole-2,5-dione C(#N)C1=CC=C(C=C1)N1C(C=CC1=O)=O